Cl.C12OCC(NC1)C2 2-oxa-5-azabicyclo[2.2.1]heptane HCl